(S)-4-(2-fluoropyridin-4-yl)-2-(2-methylazetidin-1-yl)-6,7-dihydro-5H-cyclopenta[d]pyrimidine FC1=NC=CC(=C1)C=1C2=C(N=C(N1)N1[C@H](CC1)C)CCC2